NCC1=CC=C(N=N1)C1=C(C=C(C#N)C=C1)OC=1N(N=C(C1)C1CC1)C 4-[6-(aminomethyl)pyridazin-3-yl]-3-(5-cyclopropyl-2-methylpyrazol-3-yl)oxybenzonitrile